2-bromo-9,10-diphenylanthracene BrC1=CC2=C(C3=CC=CC=C3C(=C2C=C1)C1=CC=CC=C1)C1=CC=CC=C1